2,4-diamino-6-(4-pyridyl)-1,3,5-triazine NC1=NC(=NC(=N1)N)C1=CC=NC=C1